2-hydroxy-3-(2-methylpropyl)-1,3,4,6,7,11b-hexahydro-9,10-dimethoxy-benzo(a)quinolizine OC1C(CN2CCC3=C(C2C1)C=C(C(=C3)OC)OC)CC(C)C